6,7-dihydro-5H-thieno[3,2-b]pyran-6-amine hydrochloride Cl.S1C=CC=2OCC(CC21)N